C(C=C)(=O)N1[C@H](CN(CC1)C=1C2=C(N=C(N1)OC[C@H]1N(CCC1)C)CN(CC2)C2=CC=CC1=CC=CC=C21)CC#N ((S)-1-Acryloyl-4-(2-(((S)-1-methylpyrrolidin-2-yl)methoxy)-7-(naphthalen-1-yl)-5,6,7,8-tetrahydropyrido[3,4-d]pyrimidin-4-yl)piperazin-2-yl)acetonitrile